CC=CC=O 2-butene-4-one